6-Hydroxy-7-methoxychroman OC=1C=C2CCCOC2=CC1OC